trimethylphosphine gold [Au].CP(C)C